1,1,1-Triphenylphosphoninide C1(=CC=CC=C1)P1([C-]=CC=CC=CC=C1)(C1=CC=CC=C1)C1=CC=CC=C1